C1(=CC=CC=C1)C1=CC=C(C(=O)C2=CC=CC=C2)C=C1 4-phenyl-Benzophenone